Phenyl-diazenyl-isophthalic acid diethyl ester C(C)OC(C1=C(C(C(=O)OCC)=C(C=C1)C1=CC=CC=C1)N=N)=O